B(F)(F)F.S(=O)(=O)([O-])[O-].[Li+].[Li+] dilithium sulfate (trifluoroborate)